O[C@]1(CCN(CC12CCCC2)C([C@@H](CC(F)(F)F)CO)=O)CN2C(C=C(C(=C2)C(=O)N2CCNCC2)C2=CC=CC=C2)=O 1-(((S)-10-Hydroxy-7-((S)-4,4,4-trifluoro-2-(hydroxymethyl)butanoyl)-7-azaspiro[4.5]decan-10-yl)methyl)-4-phenyl-5-(piperazin-1-carbonyl)pyridin-2(1H)-on